1-(4-(4-((3-Chloro-4-((1-methyl-1H-pyrazol-3-yl)oxy)phenyl)amino)quinazolin-6-yl)piperazin-1-yl)prop-2-en-1-one ClC=1C=C(C=CC1OC1=NN(C=C1)C)NC1=NC=NC2=CC=C(C=C12)N1CCN(CC1)C(C=C)=O